C(C)(=O)N1CCN(CC1)CC=1C(=C(C(=O)OC)C=C(C1)Cl)OC methyl 3-((4-acetylpiperazin-1-yl)methyl)-5-chloro-2-methoxybenzoate